tetrahydrofuran-3,4-diyl bis(2-(2-methoxyethoxy)acetate) COCCOCC(=O)OC1COCC1OC(COCCOC)=O